6-(2-cyanopropan-2-yl)-N-(2-fluoro-4-methyl-5-(2-(oxetan-3-ylamino)-8,9-dihydroimidazo[1',2':1,6]pyrido[2,3-d]pyrimidin-6-yl)phenyl)picolinamide C(#N)C(C)(C)C1=CC=CC(=N1)C(=O)NC1=C(C=C(C(=C1)C1=CC2=C(N=C(N=C2)NC2COC2)N2C1=NCC2)C)F